acryloyloxyethylhexahydrophthalate C(C=C)(=O)OCCOC(C1C(C(=O)[O-])CCCC1)=O